C1(CC1)C1=C(C(=NO1)C1=C(C=CC=C1Cl)Cl)CO[C@@H]1[C@H]2CN([C@@H](C1)C2)C=2SC1=C(N2)C(=CC(=C1)C(=O)OC)F |r| methyl 2-((1RS,4RS,5SR)-5-((5-cyclopropyl-3-(2,6-dichlorophenyl) isoxazol-4-yl)methoxy)-2-azabicyclo[2.2.1]heptan-2-yl)-4-fluorobenzo[d]thiazole-6-carboxylate